BrC=1N(C2=CC=C(C=C2C1C#N)OC)C1=CC=C(C=C1)F 2-bromo-1-(4-fluorophenyl)-5-methoxy-indole-3-carbonitrile